CC1=CC=C(C=C1)S(=O)(=O)[O-].C(C)(=O)OC1=CC=C(C=C1)[S+](C)C 4-acetoxyphenyldimethylsulfonium p-toluenesulfonate